1,4-Bis(isocyanato-methyl)cyclohexan N(=C=O)CC1CCC(CC1)CN=C=O